rel-1-[(3's)-3'h-spiro[cyclopropane-1,2'-furo[3,2-b]pyridin]-3'-yl]methylamine O1C2([C@H](C3=NC=CC=C31)CN)CC2 |o1:2|